(3-(aminomethyl)azetidin-1-yl)(phenyl)methanone NCC1CN(C1)C(=O)C1=CC=CC=C1